1,3,6-trichloroisoquinoline ClC1=NC(=CC2=CC(=CC=C12)Cl)Cl